C1(CC1)CN1N=C2N=C(N(C(C2=C1)=O)C1=C(C=CC=C1)C)SCC1=CC(=CC=C1)F 2-(cyclopropylmethyl)-6-((3-fluorobenzyl)thio)-5-(o-tolyl)-2H-pyrazolo[3,4-d]pyrimidin-4(5H)-one